cyclopropyl((1S,5R,7R)-7-ethynyl-3-phenyl-3,6-diazabicyclo[3.2.1]octan-6-yl)methanone C1(CC1)C(=O)N1[C@H]2CN(C[C@@H]([C@@H]1C#C)C2)C2=CC=CC=C2